(1R,5S,6S)-6-({[5-(trifluoromethyl)pyridin-2-yl]oxy}methyl)-3-azabicyclo[3.1.0]hexane hydrochloride Cl.FC(C=1C=CC(=NC1)OCC1[C@H]2CNC[C@@H]12)(F)F